5-[1-(Oxan-2-yl)-1H-pyrazol-4-yl]-2-{6-[(2,2,6,6-tetramethylpiperidin-4-yl)oxy]pyridazin-3-yl}phenol O1C(CCCC1)N1N=CC(=C1)C=1C=CC(=C(C1)O)C=1N=NC(=CC1)OC1CC(NC(C1)(C)C)(C)C